benzyl (1R,5S,6S,7S)-6,7-dihydroxy-3-azabicyclo[3.2.1]octane-3-carboxylate O[C@H]1[C@@H]2CN(C[C@H]([C@@H]1O)C2)C(=O)OCC2=CC=CC=C2